N-(5-(((2S,4R)-4-(imidazo[1,2-a]pyrazin-8-yloxy)-2-methylpyrrolidin-1-yl)methyl)thiazol-2-yl)acetamide N=1C=CN2C1C(=NC=C2)O[C@@H]2C[C@@H](N(C2)CC2=CN=C(S2)NC(C)=O)C